N-(6-methylsulfonyl-pyridin-3-yl)-acetamide CS(=O)(=O)C1=CC=C(C=N1)NC(C)=O